O=C1N(CCC(N1)=O)C1=CC=C(CN2CCN(CC2)C2CCN(CC2)C2=CC=C(C(=O)NC=3C4=C(NN3)CN(C4)C([C@@H](C4=CC=CC=C4)OC)=O)C=C2)C=C1 (R)-4-(4-(4-(4-(2,4-dioxotetrahydropyrimidin-1(2H)-yl)benzyl)piperazin-1-yl)piperidin-1-yl)-N-(5-(2-methoxy-2-phenylacetyl)-1,4,5,6-tetrahydropyrrolo[3,4-c]pyrazol-3-yl)benzamide